C1(CC1)C1(CC(=NC(=C1)CC1=CC=C(C=C1)OC)C(=O)NC)C(=O)N 4-cyclopropyl-6-(4-methoxybenzyl)-N2-methylpyridine-2,4-dicarboxamide